N,N-dimethyl-2-phenyl-pyrrolidin-3-amine CN(C1C(NCC1)C1=CC=CC=C1)C